S1C(=NC=C1)CN1CC2=C(CC1)NC=N2 5-(thiazol-2-ylmethyl)-4,5,6,7-tetrahydro-1H-imidazo[4,5-c]pyridin